ClC1=C(C=CC(=C1)OC)N1C(N(C=C1)CC(=O)NCC(=O)OCC)=O ethyl (2-(3-(2-chloro-4-methoxyphenyl)-2-oxo-2,3-dihydro-1H-imidazol-1-yl)acetyl)glycinate